ClC=1C(=C(NC2=NC=NC3=CC=C(C=C23)C2CN(C2)C(C=C)=O)C=CC1F)F 1-[3-[4-(3-Chloro-2,4-difluoro-anilino)quinazolin-6-yl]azetidin-1-yl]prop-2-en-1-one